CN1CCN(CC1)CCC(=O)NC1=NC=CC(=C1)[N+](=O)[O-] 3-(4-methylpiperazin-1-yl)-N-(4-nitropyridin-2-yl)propionamide